OC1(CC(C1)C1CCNC=2N1N=C(C2C(=O)N)C=2C=CC1=C(N=C(S1)C1=CC=CC=C1)C2)C 7-(3-Hydroxy-3-methylcyclobutyl)-2-(2-phenylbenzo[d]thiazol-5-yl)-4,5,6,7-tetrahydropyrazolo[1,5-a]pyrimidine-3-carboxamide